C(CCCCCCCCCCCCCCCCC)C(CCCC)(N)N stearyl-pentanediamine